COC1=NC=C2C(N(C=3C=CC=C1C32)C3C(NC(CC3)=O)=O)=O 3-(7-Methoxy-3-oxo-2,6-diazatricyclo[6.3.1.04,12]dodeca-1(12),4,6,8,10-pentaen-2-yl)piperidine-2,6-dione